O(C1=CC=CC=C1)C1CC(C1)N 3-phenoxycyclobutan-1-amine